COCCOCC=1C(=NC=NC1)N1CCN(CC1)C(=O)OC(C)(C)C Tert-Butyl 4-(5-((2-methoxyethoxy)methyl)pyrimidin-4-yl)piperazine-1-carboxylate